C(C)(C)(C)OC(=O)NC12CCC(CC1)(CC2)CN2N=C1C(CN(CC1(C)C)C(=O)OC(C)(C)C)=C2 tert-butyl 2-((4-((tert-butoxycarbonyl) amino) bicyclo[2.2.2]oct-1-yl) methyl)-7,7-dimethyl-6,7-dihydro-2H-pyrazolo[4,3-c]pyridine-5(4H)-carboxylate